C(C)(=O)N1CC2=C(CC1)N(N=C2I)CC2CCN(CC2)C2=NC=C(C=N2)C(=O)[O-] 2-[4-[(5-acetyl-3-iodo-6,7-dihydro-4H-pyrazolo[4,3-c]pyridin-1-yl)methyl]-1-piperidyl]pyrimidine-5-carboxylate